CC1=CC=C(COC2=CC=C(C=N2)N)C=C1 6-((4-methylbenzyl)oxy)pyridin-3-amine